2-[1-[4-[6-(cyclopropylmethoxy)-2-pyridyl]-2,6-difluoro-phenyl]-4-piperidyl]acetic acid C1(CC1)COC1=CC=CC(=N1)C1=CC(=C(C(=C1)F)N1CCC(CC1)CC(=O)O)F